N-[4-[2-ethyl-4-(3-methylphenyl)-1,3-thiazol-5-yl]-2-pyridinyl]-N-(3-phenylpropyl)amine C(C)C=1SC(=C(N1)C1=CC(=CC=C1)C)C1=CC(=NC=C1)NCCCC1=CC=CC=C1